3-(isoquinolin-4-yl)-2-oxo-1-((R)-pyrrolidin-3-yl)imidazolidine-4-carbonitrile C1=NC=C(C2=CC=CC=C12)N1C(N(CC1C#N)[C@H]1CNCC1)=O